tri-chloromethane ClC(Cl)Cl